5-Chloro-2-((4-chlorophenyl)amino)benzoic acid ClC=1C=CC(=C(C(=O)O)C1)NC1=CC=C(C=C1)Cl